OC[C@H]1[C@@H](C1)C#N trans-2-(hydroxymethyl)cyclopropane-1-carbonitrile